(S)-2-[6-(3-methyl-1H-pyrrolo[2,3-b]Pyridin-5-yl)-1,2,3,4-tetrahydroisoquinolin-8-yl]pyrrolidine-1-carboxylate CC1=CNC2=NC=C(C=C21)C=2C=C1CCNCC1=C(C2)[C@H]2N(CCC2)C(=O)[O-]